C(C)(C)(C)OC(CCC[C@@H]([C@H]1[C@@H](C1)COS(=O)(=O)C1=CC=C(C)C=C1)OC)=O (S)-5-methoxy-5-((1R,2R)-2-((p-toluenesulfonyloxy)methyl)cyclopropyl)pentanoic acid tert-butyl ester